2,3-dimethyl-6-[(2S)-2-(1-methyl-1H-pyrazol-4-yl)morpholin-4-yl]-8-(oxan-4-yl)-3H,4H,4aH,8aH-[1,3]diazino[5,4-d]pyrimidin-4-one CC=1N(C(C2C(N1)C(=NC(=N2)N2C[C@@H](OCC2)C=2C=NN(C2)C)C2CCOCC2)=O)C